copper 8-hydroxyquinolate C1=CC2=C(C(=C1)[O-])N=CC=C2.C1=CC2=C(C(=C1)[O-])N=CC=C2.[Cu+2]